C(#N)C=1C(=NC(=CC1)C1CC1)NC1=C2C=CN(C2=CC=C1)C(=O)OC(C)(C)C tert-butyl 4-((3-cyano-6-cyclopropylpyridin-2-yl) amino)-1H-indole-1-carboxylate